C(C(C)C)C1=C2C(=NC=C1)N(C=N2)C(=O)[O-] 7-isobutyl-3H-imidazo[4,5-b]pyridine-3-carboxylate